N1=CC=C2N1CCNC2=O 6,7-dihydro-5H-pyrazolo[1,5-a]pyrazin-4-one